tert-butyl 4-[(E)-2-(1-benzyloxycarbonylazetidin-3-yl)vinyl]piperidine-1-carboxylate C(C1=CC=CC=C1)OC(=O)N1CC(C1)/C=C/C1CCN(CC1)C(=O)OC(C)(C)C